diallyloxyethane C(C=C)OC(C)OCC=C